3-cyclopropyl-7-(hydroxymethyl)-1,5-naphthyridin C1(CC1)C=1C=NC2=CC(=CN=C2C1)CO